C1=CC=C(C=C1)C[C@@]2(O/C(=C\\C3=CC=CC=C3)/C(=O)O2)C(=O)O The molecule is a member of the class of dioxolanes that is 1,3-dioxolane substituted by a carboxy, benzyl and benzylidene groups at positions 2, 2 and 4, respectively. It is a phytotoxic metabolite of the grape black rot fungus Guignardia bidwellii. It has a role as a fungal metabolite. It is a monocarboxylic acid, a dioxolane and a member of benzenes. It is a conjugate acid of a phenguignardate.